O=C1CCC(CC1)CC(=O)OCC ethyl 2-(4-oxocyclohexyl)acetate